5-(6-(2,5-dioxo-2,5-dihydro-1H-pyrrol-1-yl)hexanamido)benzenesulfonic acid O=C1N(C(C=C1)=O)CCCCCC(=O)NC=1C=CC=C(C1)S(=O)(=O)O